4-[3-[[(4S)-8-chlorochroman-4-yl]carbamoylamino]pyrazol-1-yl]-3-fluoro-N-methyl-benzamide ClC=1C=CC=C2[C@H](CCOC12)NC(=O)NC1=NN(C=C1)C1=C(C=C(C(=O)NC)C=C1)F